BrC=1N=CC(=NC1)C1(COC1)N[S@@](=O)C(C)(C)C (S)-N-[3-(5-bromopyrazin-2-yl)oxetan-3-yl]-2-methylpropan-2-sulfinamide